CN(CCCNCCCN(C)C)C N'-(3-(Dimethylamino)propyl)-N,N-dimethyl-1,3-propandiamin